FC1=CC=CC=2N=C(NC21)C2=NON=C2C 3-(4-fluoro-benzimidazol-2-yl)-4-methyl-1,2,5-oxadiazole